Cl.NC/C(/CN1N=C2C(C(N(CC2)CCOC)=O)=C1)=C\F (E)-2-(2-(aminomethyl)-3-fluoroallyl)-5-(2-methoxyethyl)-2,5,6,7-tetrahydro-4H-pyrazolo[4,3-c]pyridin-4-one hydrochloride